CNC=1C2=C(N=C(N1)NC1CCC3(COC3)CC1)NC=C2C2=NC1=CC=CN=C1C=C2 N4-methyl-5-(1,5-naphthyridin-2-yl)-N2-(2-oxaspiro[3.5]nonan-7-yl)-7H-pyrrolo[2,3-d]pyrimidine-2,4-diamine